((3S,5S)-5-((S)-1-(4-fluorophenyl)-1,2,3,4-tetrahydroisoquinoline-2-carbonyl)tetrahydrofuran-3-yl)carbamic acid tert-butyl ester C(C)(C)(C)OC(N[C@@H]1CO[C@@H](C1)C(=O)N1[C@H](C2=CC=CC=C2CC1)C1=CC=C(C=C1)F)=O